C(=O)O.COC1=C(C=CC(=C1)C(F)(F)F)C1=C2C(=C(N=N1)N[C@H]1CN(CCC1)C)N(N=C2)C 4-[2-Methoxy-4-(trifluoromethyl)phenyl]-1-methyl-N-[(3R)-1-methyl-3-piperidyl]pyrazolo[3,4-d]pyridazin-7-amine formic acid salt